2-(4-ethylphenoxy)-N-(1H-pyrazol-5-yl)-N-(thiophen-2-ylmethyl)acetamide C(C)C1=CC=C(OCC(=O)N(CC=2SC=CC2)C2=CC=NN2)C=C1